3-((4-((2-Amino-4-(6-methylpyridin-2-yl)thiazol-5-yl)oxy)pyridin-2-yl)amino)benzenesulfonamide NC=1SC(=C(N1)C1=NC(=CC=C1)C)OC1=CC(=NC=C1)NC=1C=C(C=CC1)S(=O)(=O)N